tert-Butyl (2-(4-(2-amino-3,5-dicyano-6-((pyridin-3-ylmethyl)thio)pyridin-4-yl)-phenoxy)ethyl)carbamate NC1=NC(=C(C(=C1C#N)C1=CC=C(OCCNC(OC(C)(C)C)=O)C=C1)C#N)SCC=1C=NC=CC1